1-[(2-methyl-3,4-dihydro-1H-isoquinolin-6-yl)methyl]pyrazole-4-carboxamide CN1CC2=CC=C(C=C2CC1)CN1N=CC(=C1)C(=O)N